C(C)OC(CC1=C(C=C(C=C1)C)OCC=1C2=C(OC1)C1=C(OC=C1)C(=C2)C2=CC(=CC=C2)CN)=O 2-(2-((5-(3-(aminomethyl)phenyl)benzo[1,2-b:3,4-b']Difuran-3-yl)methoxy)-4-methylphenyl)acetic acid ethyl ester